1-(4-bromobutyl)-3-methylpyridin-2(1H)-one BrCCCCN1C(C(=CC=C1)C)=O